CC(C)(C1=CC=CC=C1)C1=C(OP2OCC3(CO2)COP(OC3)OC3=C(C=C(C=C3)C(C)(C)C3=CC=CC=C3)C(C)(C)C3=CC=CC=C3)C=CC(=C1)C(C)(C)C1=CC=CC=C1 3,9-Bis[2,4-bis(1-methyl-1-phenylethyl)phenoxy]-2,4,8,10-tetraoxa-3,9-diphosphaspiro[5.5]undecane